N-(3-Fluoro-4-((4-fluorobenzyl)amino)phenyl)cyclohexansulfonamid FC=1C=C(C=CC1NCC1=CC=C(C=C1)F)NS(=O)(=O)C1CCCCC1